C(C=C)(=O)N1C2CN(CC1CC(C2)(F)F)C2=NC(N1C3=C(C(=C(C=C23)C(F)(F)F)C2=C(C=C(C=C2)F)F)SC[C@@H]1COC)=O (3S)-7-(9-acryloyl-7,7-difluoro-3,9-diazabicyclo[3.3.1]nonan-3-yl)-10-(2,4-difluorophenyl)-3-(methoxymethyl)-9-(trifluoromethyl)-2H-[1,4]thiazino[2,3,4-ij]quinazolin-5(3H)-one